C(C)(C)(C)OC(=O)N1C(=CC2=CC=C(C=C12)CN1N=NC(=C1)C=1C=NC=C(C1)SC)CN(CC1CCC1)C(=O)OC(C)(C)C 2-(((tert-butoxycarbonyl)(cyclobutylmethyl)amino)methyl)-6-((4-(5-(methylthio)pyridin-3-yl)-1H-1,2,3-triazol-1-yl)methyl)-1H-indole-1-carboxylic acid tert-butyl ester